3-(2-(4-methoxy-1-methyl-6-oxo-1,6-dihydropyridin-3-yl)phenoxy)benzoic acid COC=1C(=CN(C(C1)=O)C)C1=C(OC=2C=C(C(=O)O)C=CC2)C=CC=C1